2-chloro-6-(methylthio)-4-(4-(tetrahydrofuran-3-yl)phenyl)pyridine-3,5-dicarbonitrile ClC1=NC(=C(C(=C1C#N)C1=CC=C(C=C1)C1COCC1)C#N)SC